S1C(=NC2=C1C=CC=C2)NC(=O)C=2C=CC=C1CCN(CC21)C2=NC=C(C=C2)C2=C(C(=CC=C2)OCCCCCCC=O)C N-(benzo[d]thiazol-2-yl)-2-(5-(2-methyl-3-((7-oxoheptyl)oxy)phenyl)pyridin-2-yl)-1,2,3,4-tetrahydroisoquinoline-8-carboxamide